ClC=1C(=C(C=CC1)N1C(=NC2=C1C=C(C=C2C(=O)N)NC(=O)C2=C(C=CC(=C2)OCCOC(C)C)Cl)COC)C (3-chloro-2-methylphenyl)-6-[({2-chloro-5-[2-(propan-2-yloxy)ethoxy]phenyl}carbonyl)amino]-2-(methoxymethyl)-1H-benzimidazole-4-carboxamide